O=C1NC(CCC1N1C(N(C2=C1C=CC=C2C#CCCCCCCCCC=O)C)=O)=O 11-(1-(2,6-Dioxopiperidin-3-yl)-3-methyl-2-oxo-2,3-dihydro-1H-benzo[d]imidazol-4-yl)undec-10-ynal